C(C)(C)(C)OC(=O)N(C(OC(C)(C)C)=O)C1=NC(=C(C(=N1)Cl)C)C1=C(C=CC=C1C)CC(C)(C)C tert-butyl N-tert-butoxycarbonyl-N-[4-chloro-6-[2-(2,2-dimethylpropyl)-6-methyl-phenyl]-5-methyl-pyrimidin-2-yl]carbamate